tert-butyl ((2-(2-fluoro-3-nitrophenyl)-6-(trifluoromethyl)pyridin-3-yl)methyl-d2)(methyl)carbamate FC1=C(C=CC=C1[N+](=O)[O-])C1=NC(=CC=C1C([2H])([2H])N(C(OC(C)(C)C)=O)C)C(F)(F)F